C(C=C)OC(C)C 2-allyloxypropane